ClC1=C(C=C(C=C1)OC)C1=CC=2NC(N(C(C2S1)=O)C1=CN=CC2=CC(=CC=C12)F)=O 6-(2-chloro-5-methoxyphenyl)-3-(7-fluoroisoquinolin-4-yl)thieno[3,2-d]pyrimidine-2,4(1H,3H)-dione